FC1=C(N(N=C1C1=CN=NC=C1)COCC[Si](C)(C)C)C(=O)OC methyl 4-fluoro-5-pyridazin-4-yl-2-(2-trimethylsilylethoxymethyl)pyrazole-3-carboxylate